OCC(C)(C)N1CSC(=C1C)COC=1C=CC2=C(C=C(O2)C)C1 N-(1-hydroxy-2-methylpropan-2-yl)-2-methyl-5-((4-methylthiazol-5-yl)methoxy)benzofuran